ClC=1C=C(C=CC1)N(C(C(=O)N)=C)C 2-((3-chlorophenyl)(methyl)amino)acrylamide